2-(1-(cyclopropylmethyl)-1H-pyrrolo[2,3-b]pyridin-2-yl)-4-methoxy-3-methylpyrazolo[1,5-a]pyrazine-6-carboxylic acid C1(CC1)CN1C(=CC=2C1=NC=CC2)C2=NN1C(C(=NC(=C1)C(=O)O)OC)=C2C